7-bromo-1-methyl-2-oxo-2,3,4,5-tetrahydro-1H-benzo[b]azepine BrC1=CC2=C(N(C(CCC2)=O)C)C=C1